butyl-3-((6-bromo-5-methylpyrazin-2-yl)carbamoyl)-5-methyl-2-azabicyclo[3.1.0]hexane C(CCC)C12NC(CC2(C1)C)C(NC1=NC(=C(N=C1)C)Br)=O